C(C)(C)(C)C=1C(=C(C=CC1O)C1=CC=C(C=C1)O)C(C)(C)C di-tert-butyl-biphenyl-4,4'-diol